methyl 4-amino-1-(3-methoxyphenyl)-2-oxo-7-(trifluoromethyl)-1,2-dihydroquinoline-3-carboxylate NC1=C(C(N(C2=CC(=CC=C12)C(F)(F)F)C1=CC(=CC=C1)OC)=O)C(=O)OC